C(#N)C=1C=CN(C1)C1=NC(=NC=C1)C1=NN(C2=CC=C(C=C12)OC(C)C)C1OCCCC1 4-cyano-1-[2-(5-isopropoxy-1-tetrahydropyran-2-yl-indazol-3-yl)pyrimidin-4-yl]pyrrole